4-{[(1S)-5-[2-(2-aminopyridin-3-yl)-5-(pyrazol-1-yl)imidazo[4,5-b]pyridin-3-yl]-2,3-dihydro-1H-inden-1-yl]amino}piperidin-3-ol NC1=NC=CC=C1C1=NC=2C(=NC(=CC2)N2N=CC=C2)N1C=1C=C2CC[C@@H](C2=CC1)NC1C(CNCC1)O